N1(CCCCCC1)C=1C=C(C=CC1C1=NN=C(N1C)C)NC(=O)C1CC1 N-[3-(azepan-1-yl)-4-(4,5-dimethyl-1,2,4-triazol-3-yl)phenyl]cyclopropanecarboxamide